7-bromo-4-methylphthalazin-1(2H)-one BrC1=CC=C2C(=NNC(C2=C1)=O)C